NC1=C(C=C(C(=C1)Cl)Cl)NC(CC#N)=O N-(2-amino-4,5-dichlorophenyl)-2-cyanoacetamide